CC=CCC(=O)Cl 4-methyl-3-butenoyl chloride